FC1(CN(C1)C(=O)C1=C(C=C(C=C1)C1=CC=CN2C1=NC(=C(C2=O)C)C(F)(F)F)F)F 9-(4-((3,3-difluoroazetidin-1-yl)carbonyl)-3-fluorophenyl)-3-methyl-2-(trifluoromethyl)-4H-pyrido[1,2-a]pyrimidin-4-one